C(C1=CC=CC=C1)C1(CC(=NO1)COCC1=C(N=C(S1)C)C)C(=O)OC Methyl 5-benzyl-3-(((2,4-dimethylthiazol-5-yl)methoxy)methyl)-4,5-dihydroisoxazole-5-carboxylate